C(C=C)(=O)N1CC(C1)C(=O)O 1-propenoylazetidine-3-carboxylic acid